N1C=C(C2=CC=CC=C12)CN1CC(CC1)(CC1=CC(=CC=C1)C(F)(F)F)CNC1=CC(=C(C=C1)CO)[N+](=O)[O-] {4-[({1-[(1H-indol-3-yl)methyl]-3-{[3-(trifluoromethyl)phenyl]methyl}pyrrolidin-3-yl}methyl)amino]-2-nitrophenyl}methanol